(13R)-9-(2,6-difluorophenyl)-3,13-dimethyl-16-thia-2,4,5,8-tetrazatetracyclo[8.6.0.02,6.011,15]hexadeca-1(10),3,5,8,11(15)-pentaene FC1=C(C(=CC=C1)F)C1=NCC2=NN=C(N2C=2SC=3C[C@@H](CC3C12)C)C